7-methoxy-5,6,7,8-tetrahydroimidazo[1,2-a]pyridine COC1CC=2N(CC1)C=CN2